Cl.C1(=CC=CC=C1)C1=CC=CC=2C(C=COC21)=O 8-phenyl-4H-1-benzopyran-4-one hydrochloride